7-bromo-6-chloro-5-fluoro-3-((2-(trimethylsilyl)ethoxy)methyl)quinazolin-4(3H)-one BrC1=C(C(=C2C(N(C=NC2=C1)COCC[Si](C)(C)C)=O)F)Cl